FC1(CNC(N(C1)CC1=CC=2N(N=C1)C=C(N2)[C@H](CCC(C(F)(F)F)(C)C)NC(OC(C)(C)C)=O)=O)F tert-Butyl (S)-(1-(7-((5,5-difluoro-2-oxotetrahydropyrimidin-1(2H)-yl)methyl)imidazo[1,2-b]pyridazin-2-yl)-5,5,5-trifluoro-4,4-dimethylpentyl)carbamate